C(CCCCC)C=1C(=C(C(=C(C(=O)O)C1)C(C1=CC=CC=C1)=O)O)N(CC)CC.C(CCCCC)OC(C1=C(C=CC=C1)C(C1=C(C=C(C=C1)N(CC)CC)O)=O)=O 2-(4-diethylamino-2-hydroxybenzoyl)benzoic acid hexyl ester (hexyl diethylaminohydroxybenzoylbenzoate)